FC1=C2C(=CN=C1)NC(=C2)C(=O)N[C@@H]2[C@]([C@H]1C([C@@H](C2)C1)(C)C)(C)O 4-fluoro-N-[(1R,2R,3S,5R)-2-hydroxy-2,6,6-trimethyl-norpinan-3-yl]-1H-pyrrolo[2,3-c]pyridine-2-carboxamide